FC(CC)(F)C1=C(O[C@H](C(=O)O)C)C=CC(=C1)C#C (S)-2-[2-(1,1-difluoropropyl)-4-ethynylphenoxy]propionic acid